C(C)(C)(C)C=1C=C(N(N1)C1=CC=C(C=C1)C)NC(=O)NC1=CC=C(C2=CC=CC=C12)CCCN1CSCC1 1-[5-tert-butyl-2-p-tolyl-2H-pyrazol-3-yl]-3-[4-(3-(thiazolidin-3-yl)propan-1-yl)naphthalen-1-yl]-urea